FC=1C(=C(C(=C2C=3C(=C(C(=C(C3C(=C(C12)[O-])[O-])F)F)F)F)F)F)F octafluorophenanthrene-9,10-diolate